C(C)S(=O)(=O)C=1C(=NC(=CC1)C1=NC=CC=N1)C=1OC2=C(N1)C=C(C=C2)S(C(F)(F)F)(=O)=N [2-(3-ethylsulfonyl-6-pyrimidin-2-yl-2-pyridyl)-1,3-benzoxazol-5-yl]-imino-oxo-(trifluoromethyl)-λ6-sulfane